[NH4+].[Cr](=O)([O-])[O-].[NH4+] chromite ammonium